BrC=1C=C2C=NN(C2=CC1)S(=O)(=O)C 5-bromo-1-(methylsulfonyl)-1H-indazole